BrC1=C(C=C(C=C1F)CN)F (4-bromo-3,5-difluoro-phenyl)methanamine